2-(6-bromopyridin-2-yl)-2,2-difluoroethan-1-ol BrC1=CC=CC(=N1)C(CO)(F)F